(S)-1-((2S,4R,5R)-5-(2-Acetamido-6,8-dioxo-7-(prop-2-yn-1-yl)-1,6,7,8-tetrahydro-9H-purin-9-yl)-4-acetoxytetrahydrofuran-2-yl)-2-(2,2,2-trifluoro-N-methylacetamido)ethyl acetate C(C)(=O)O[C@@H](CN(C(C(F)(F)F)=O)C)[C@H]1O[C@H]([C@@H](C1)OC(C)=O)N1C=2N=C(NC(C2N(C1=O)CC#C)=O)NC(C)=O